CS(=O)(=O)NC1=CC=C(C(=O)OS(=O)(=O)NC(=O)N)C=C1 ureidosulfonyl l-4-methylsulfonylaminobenzoate